CN(CCN(C=1C(=CC(=CC1)NC=1N=C(C2=C(N1)N(C=C2)S(=O)(=O)C2=CC=C(C)C=C2)C2=CN(C1=CC=CC=C21)C)NCC(F)(F)F)C)C N1-(2-(dimethylamino)ethyl)-N1-methyl-N4-(4-(1-methyl-1H-indol-3-yl)-7-tosyl-7H-pyrrolo[2,3-d]pyrimidin-2-yl)-N2-(2,2,2-trifluoroethyl)benzene-1,2,4-triamine